3-bromo-5-(1-phenyl-1H-1,2,3-triazol-4-yl)phenyl sulfurofluoridate S(OC1=CC(=CC(=C1)C=1N=NN(C1)C1=CC=CC=C1)Br)(=O)(=O)F